N-formyl-L-leucine-(1S)-1-[[(2S,3S)-3-hexyl-4-oxo-2-oxetanyl]methyl]dodecyl ester C(CCCCC)[C@H]1[C@@H](OC1=O)C[C@H](CCCCCCCCCCC)OC([C@@H](NC=O)CC(C)C)=O